NC=1SC2=C(C1C#N)C(=C(C=C2)F)C=2C1=C(C=3C(=NC(=NC3C2F)OC[C@H]2CN(CCO2)C)N2C3CNCC2CC3)COC1 2-Amino-4-[1-(3,8-diazabicyclo[3.2.1]octan-8-yl)-5-fluoro-3-[[(2R)-4-methylmorpholin-2-yl]methoxy]-7,9-dihydrofuro[3,4-f]quinazolin-6-yl]-5-fluoro-benzothiophene-3-carbonitrile